(R)-N-(pyrrolidin-3-yl)-8-(trifluoromethyl)quinolin-4-amine hydrochloride Cl.N1C[C@@H](CC1)NC1=CC=NC2=C(C=CC=C12)C(F)(F)F